CC1=CC=2C3=C(NC2C=C1)C(N(C=N3)CCC(=O)NCCNC3=CC1=CC=CC=C1C=C3)=O 3-(8-methyl-4-oxo-4,5-dihydro-3H-pyrimido[5,4-b]indol-3-yl)-N-(2-(naphthalen-2-ylamino)ethyl)propanamide